2-(6-bromo-4-methoxy-1-oxophthalazin-2-yl)-N-(5-fluoropyrimidin-2-yl)acetamide BrC=1C=C2C(=NN(C(C2=CC1)=O)CC(=O)NC1=NC=C(C=N1)F)OC